tert-butyl 2-(5-bromopyridin-3-yl)-7-((2-((tert-butyldimethylsilyl)oxy)ethyl)sulfonyl)-2,6,6-trimethylheptanoate BrC=1C=C(C=NC1)C(C(=O)OC(C)(C)C)(CCCC(CS(=O)(=O)CCO[Si](C)(C)C(C)(C)C)(C)C)C